ethyl 2-(3,5-dimethyl-4-(4,4,5,5-tetramethyl-1,3,2-dioxaborolan-2-yl)-1H-pyrazol-1-yl)acetate CC1=NN(C(=C1B1OC(C(O1)(C)C)(C)C)C)CC(=O)OCC